Methyl 2-(((tert-butoxycarbonyl)amino)methyl)-6-hydroxybenzofuran-7-carboxylate C(C)(C)(C)OC(=O)NCC=1OC2=C(C1)C=CC(=C2C(=O)OC)O